C(C1=CC=CC=C1)OC1=CC=C(C=C1)CCCCN1N=NC=C1 1-[4-(4-benzyloxyphenyl)butyl]-1H-1,2,3-triazole